NC1=C(SC(=C1C)Br)C(=O)O 3-amino-5-bromo-4-methylthiophene-2-carboxylic acid